C12C=CC(CC1)N2 7-azabicyclo[2.2.1]Hept-2-ene